C1(CCC1)C1=CC(=C(C(=O)N2CCC(CC2)C2=C(C#N)C=CC=C2)C=C1C=1NC(=CN1)C)C (1-(4-cyclobutyl-2-methyl-5-(5-methyl-1H-imidazol-2-yl)benzoyl)piperidin-4-yl)benzonitrile